C(C1=CC=CC=C1)O[C@@H]1[C@H](CC1)N1N=CC(=C1)Br 1-((1S,2S)-2-(benzyloxy)cyclobutyl)-4-bromo-1H-pyrazole